CC1=C(C(=CC=C1)C)C1=CNC(C2=CC(=CC=C12)O[C@@H](C(=O)N1[C@@H](COCC1)C(=O)N)C)=O (S)-4-((R)-2-((4-(2,6-dimethylphenyl)-1-oxo-1,2-dihydroisoquinolin-7-yl)oxy)propanoyl)morpholine-3-carboxamide